ClC=1C=C(C=CC1C=1N(C2=NC=NC(=C2N1)OC1(CC1)C)CC1=NC=CC(=C1)C)CC(=O)N1C[C@H]([C@@H](C1)O)F 2-(3-chloro-4-(6-(1-methylcyclopropoxy)-9-((4-methylpyridin-2-yl)methyl)-9H-purin-8-yl)phenyl)-1-((3R,4R)-3-fluoro-4-hydroxypyrrolidin-1-yl)ethan-1-one